C(C)(C)(C)[C@H]1C=NCC=2N=C(N=C(C21)N2CC(CCC2)(C)O)SC tert-butyl-(R)-4-(3-hydroxy-3-methylpiperidin-1-yl)-2-(methylthio)-5,8-dihydropyrido[3,4-d]pyrimidine